COC1=NC=C(C(=C1)CC(=O)NC1=NNC(=C1)[C@@H]1C[C@@H](CC1)CC(C)NC([O-])=O)OC (1R,3S)-3-(3-{[(2,5-dimethoxypyridin-4-yl)acetyl]amino}-1H-pyrazol-5-yl)cyclopentylpropan-2-ylcarbamate